(1S,4R)-1-methyl-4-(prop-1-en-2-yl)cyclohex-2-enol 2-methylpropan-2-yl-{[3-chloro-5-(1-cyano-3-methylcyclobutyl)pyridin-2-yl]{[(2-methylpropan-2-yl)oxy]carbonyl}amino}methanoate CC(C)(C)CC(C)(C)OC(=O)N(C1=NC=C(C=C1Cl)C1(CC(C1)C)C#N)C(=O)O[C@@]1(C=C[C@@H](CC1)C(=C)C)C